OC1=C2N=CNC2=NC(=N1)NC(C(C)C)=O N-(6-hydroxy-9H-purin-2-yl)isobutyramide